N-[(±)-2-(7-methoxy-1,2,3,4-tetrahydro-1-naphthyl)ethyl]cyclopropyl-carboxamide COC1=CC=C2CCC[C@@H](C2=C1)CCNC(=O)C1CC1 |r|